ethoxy(propoxy)trimethylolpropane C(C)OC(C(CO)(CO)CO)(C)OCCC